ClC1=C(C=CC(=C1)Cl)C1=C(C=CC=C1)NC(=O)C=1C(=NN(C1)C)C(F)F N-(2',4'-Dichlorobiphenyl-2-yl)-3-(difluoromethyl)-1-methyl-1H-pyrazol-4-carboxamid